C(CCCCC(=O)OCCCCCCCCC)(=O)OCC(COC(CC12CC3CC(CC(C1)C3)C2)=O)COC(=O)OCCCN(CC)CC 3-(2-((3r,5r,7r)-adamantan-1-yl)acetoxy)-2-((((3-(diethylamino)propoxy)carbonyl)oxy)methyl)propyl nonyl adipate